tert-butyl (3S,4R)-3-fluoro-4-[[2-iodo-3-(trifluoromethylsulfanyl)pyrazolo[1,5-a]pyridin-7-yl]amino]piperidine-1-carboxylate F[C@H]1CN(CC[C@H]1NC1=CC=CC=2N1N=C(C2SC(F)(F)F)I)C(=O)OC(C)(C)C